3-benzyloxy-N-(4-trifluoromethylpyridine-2-yl)thiophene-2-carboxamide C(C1=CC=CC=C1)OC1=C(SC=C1)C(=O)NC1=NC=CC(=C1)C(F)(F)F